N-((1,2,3,5,6,7-hexahydro-s-indacen-4-yl)carbamoyl)-4-(hydroxymethyl)-5-methylfuran-2-sulfonamide C1CCC2=C(C=3CCCC3C=C12)NC(=O)NS(=O)(=O)C=1OC(=C(C1)CO)C